N-β-aminoethyl-γ-aminopropyltriethoxysilane NCCNCCC[Si](OCC)(OCC)OCC